C1(=CC=CC=C1)OP(=O)(O)O.C=1(C(=CC=CC1)C)C xylene monophenyl-phosphate